4-amino-N-ethyl-7-fluoro-3-methyl-N-((5-(trifluoromethyl)-2-pyridinyl)methyl)-3H-pyrazolo[3,4-c]quinoline-8-carboxamide NC1=NC=2C=C(C(=CC2C2=C1N(N=C2)C)C(=O)N(CC2=NC=C(C=C2)C(F)(F)F)CC)F